(2R,5S)-4-((3,5-difluoropyridin-2-yl)methyl-d2)-2,5-dimethylpiperazine-1-carboxylic acid tert-butyl ester C(C)(C)(C)OC(=O)N1[C@@H](CN([C@H](C1)C)C([2H])([2H])C1=NC=C(C=C1F)F)C